NCC(CN1N=CN(C1=O)C1=C(C(=CC=C1)C=1C=NN(C1)C(F)F)C)=C(F)F 2-[2-(aminomethyl)-3,3-difluoro-allyl]-4-[3-[1-(difluoromethyl)pyrazol-4-yl]-2-methyl-phenyl]-1,2,4-triazol-3-one